3-(7-(difluoromethyl)-6-(1-methyl-1H-pyrazol-4-yl)-3,4-dihydroquinolin-1(2H)-yl)-1-(tetrahydro-2H-pyran-4-yl)-4,5,6,7-tetrahydro-1H-indazole-5-carboxylic acid ethyl ester C(C)OC(=O)C1CC=2C(=NN(C2CC1)C1CCOCC1)N1CCCC2=CC(=C(C=C12)C(F)F)C=1C=NN(C1)C